(3R,4R)-1-cyclopentylmethyl-4-{[5-(2,4-difluoro-phenyl)-isoxazole-3-carbonyl]-amino}-piperidine-3-carboxylic acid dimethylamide CN(C(=O)[C@@H]1CN(CC[C@H]1NC(=O)C1=NOC(=C1)C1=C(C=C(C=C1)F)F)CC1CCCC1)C